SC1=CC=C(C=O)C=C1 4-MERCAPTOBENZALDEHYDE